(4-isopropyl-5-(8-methyl-[1,2,4]triazolo[1,5-a]pyridin-6-yl)-2-(piperidin-4-yl)-6H-thieno[2,3-b]pyrrol-3-yl)methanol C(C)(C)C=1C2=C(NC1C=1C=C(C=3N(C1)N=CN3)C)SC(=C2CO)C2CCNCC2